ClC1=C2C=C(NC2=CC(=C1OCC1=C(C=CC(=C1)F)C)Cl)C(=O)O 4,6-Dichloro-5-((5-fluoro-2-methylbenzyl)oxy)-1H-indole-2-carboxylic acid